C[SiH](OCCC(C)O[SiH](C)C)C 1,3-bis(dimethylsiloxy)butane